P(OC(C)CC)(OCC(=NO)N)=O sec-butyl (2-amino-2-(hydroxyimino) ethyl) phosphonate